4-(4-((3-tert-butylazetidin-1-yl)methyl)-2-fluorobenzylamino)-2-(2,6-dioxopiperidin-3-yl)isoindoline-1,3-dione C(C)(C)(C)C1CN(C1)CC1=CC(=C(CNC2=C3C(N(C(C3=CC=C2)=O)C2C(NC(CC2)=O)=O)=O)C=C1)F